sodium N-myristoyl methyl taurate CCCCCCCCCCCCCC(=O)N(C)CCS(=O)(=O)[O-].[Na+]